2,3-difluorophenyl-(phenyl)carbamoyl chloride FC1=C(C=CC=C1F)N(C(=O)Cl)C1=CC=CC=C1